tert-butyl 3-(4-(difluoromethoxy)phenyl)-3-hydroxyazetidine-1-carboxylate FC(OC1=CC=C(C=C1)C1(CN(C1)C(=O)OC(C)(C)C)O)F